FC1=C2C=CN(C2=C(C=C1)C(=O)NC1CC2(CCC2)C1)[C@@H](C)C1=CC=C(C=C1)C=1C=NC(=CC1)OC (Ra)-6-(4-Fluoro-1-((S)-1-(4-(6-methoxypyridin-3-yl)phenyl)ethyl)-1H-indol-7-carboxamido)spiro[3.3]heptan